(3S,6S,9aR)-2-(3-(4-hydroxyphenyl)propyl)-3,6-diisobutylhexahydro-4H-pyrazino[1,2-a]pyrazine-4,7(6H)-dione OC1=CC=C(C=C1)CCCN1C[C@@H]2N(C([C@@H]1CC(C)C)=O)[C@H](C(NC2)=O)CC(C)C